C1(CC1)C(C=1C=C(C=CC1)NC(=O)C=1[N+](=C(NC1C)C=1C=C(C=C(C1)OC)C1=C(C=CC=C1C)C)[O-])(F)F 4-((3-(cyclopropyldifluoromethyl)phenyl)carbamoyl)-2-(5-methoxy-2',6'-dimethyl-[1,1'-biphenyl]-3-yl)-5-methyl-1H-imidazole 3-oxide